N-(17-azido-3,6,9,12,15-pentaoxaheptadecyl)-4-(7,8-dihydroxy-4-oxochroman-2-yl)benzamide N(=[N+]=[N-])CCOCCOCCOCCOCCOCCNC(C1=CC=C(C=C1)C1OC2=C(C(=CC=C2C(C1)=O)O)O)=O